1H-benzo[d]imidazole-2-carboxamide N1C(=NC2=C1C=CC=C2)C(=O)N